COC1=CC2=C(NC(=N2)SCCCNC(OC(C)(C)C)=O)C=C1 tert-butyl (3-((5-methoxy-1H-benzo[d]imidazol-2-yl)thio)propyl)carbamate